N-benzyl-N-methylguanidine sulfate S(=O)(=O)(O)O.C(C1=CC=CC=C1)N(C(=N)N)C